2-(3,3-difluoropyrrolidin-1-yl)-4-(2-fluorophenyl)pyridine-3-carbaldehyde FC1(CN(CC1)C1=NC=CC(=C1C=O)C1=C(C=CC=C1)F)F